Benzyl (1-(tert-butyl)-5-(3-oxocyclopentyl)-1H-pyrazol-3-yl)carbamate C(C)(C)(C)N1N=C(C=C1C1CC(CC1)=O)NC(OCC1=CC=CC=C1)=O